C(C)(C)(C)C=1C=C(CSCC2=CC(=C(C(=C2)C(C)(C)C)O)C(C)(C)C)C=C(C1O)C(C)(C)C bis-(3,5-di-tert-butyl-4-hydroxybenzyl) sulfide